Cl.CCC(CCCCCCC)N Decan-3-amine hydrochloride